Cl.C1NCC12CN(CC2)C=2N=CN=NC2OC2=C(C(=O)N(C(C)C)C(C)C)C=C(C=C2)F 2-((5-(2,6-Diazaspiro[3.4]oct-6-yl)-1,2,4-triazin-6-yl)oxy)-5-fluoro-N,N-diisopropylbenzamide hydrochloride